FC=1C=C(C=CC1)N1C(=NC(=C1)C1=CC=CC=C1)SCC1=CC=C(C#N)C=C1 4-(((1-(3-fluorophenyl)-4-phenyl-1H-imidazol-2-yl)thio)methyl)benzonitrile